trihexyl 1,2,3-benzenetricarboxylate C1(=C(C(=CC=C1)C(=O)OCCCCCC)C(=O)OCCCCCC)C(=O)OCCCCCC